7-Chloro-8-(5-chloro-2-methoxy-pyridin-3-yl)-6-fluoro-1,4,4,9-tetramethyl-5H-[1,2,4]triazolo[4,3-a]quinoxaline ClC=1C(=C2NC(C=3N(C2=C(C1C=1C(=NC=C(C1)Cl)OC)C)C(=NN3)C)(C)C)F